3-[2-chloro-6-(3-cyclopropylphenoxy)pyrazolo[1,5-a]pyrimidin-7-yl]-5-[(2,4-dichlorophenyl)methyl]-5,6-dihydro-4H-1,2,4-oxadiazine ClC1=NN2C(N=CC(=C2C2=NOCC(N2)CC2=C(C=C(C=C2)Cl)Cl)OC2=CC(=CC=C2)C2CC2)=C1